(R)-4-((4-(2,2-diethoxyethoxy)phenyl)(hydroxy)methyl)-3-(2-fluoro-4-(trifluoromethyl)phenyl)quinolin-7-ol C(C)OC(COC1=CC=C(C=C1)[C@H](C1=C(C=NC2=CC(=CC=C12)O)C1=C(C=C(C=C1)C(F)(F)F)F)O)OCC